[Si](C)(C)(C(C)(C)C)O[C@H]1C[C@@H](N(C1)C1=CC(=NC=N1)N)C=1N=C2N(C=C(C=C2)C2CC2)C1 6-((2R,4S)-4-((tert-butyldimethylsilyl)oxy)-2-(6-cyclopropylimidazo[1,2-a]pyridin-2-yl)pyrrolidin-1-yl)pyrimidin-4-amine